3-bromo-7-chloro-4H-thiochromen-4-one BrC1=CSC2=CC(=CC=C2C1=O)Cl